C(C)(C)(C)OC(C=1C(O)=C(C=C(C1)Br)Br)=O tert-butyl-3,5-dibromosalicylate